C(C)OC(C1=C(C(=CC=C1)Cl)OC1=C(C=CC(=C1)C=CC1=CC(=C(C(=C1)OC)OC)OC)OC)=O 2-methoxy-5-(3,4,5-trimethoxystyryl)phenoxy-3-chlorobenzoic acid ethyl ester